(R)-N-((4-chloropyridin-2-yl)methylene)-2-methylpropan-2-sulfinamide ClC1=CC(=NC=C1)C=N[S@](=O)C(C)(C)C